NCC1=CC2=C(N(C(=N2)CN2C(C3(C=4C2=CN=CC4)CC3)=O)CCCCF)C=C1 1'-((5-(aminomethyl)-1-(4-fluorobutyl)-1H-benzo[d]imidazol-2-yl)methyl)spiro[cyclopropane-1,3'-pyrrolo[2,3-c]pyridin]-2'(1'H)-one